C(#N)C1=CC(=C(OC=2N=NC(=C(C2C(=O)NC2=CC(=CC=C2)/C(=N/OC)/C)C)C(F)(F)F)C=C1)OC 3-(4-cyano-2-methoxy-phenoxy)-N-[3-[(E)-N-methoxy-C-methyl-carbonimidoyl]phenyl]-5-methyl-6-(trifluoromethyl)pyridazine-4-carboxamide